The molecule is an acyl-CoA(4-) obtained by deprotonation of the phosphate and diphosphate OH groups of 3beta-hydroxychola-5,20(22)-dien-24-oyl-CoA; major species at pH 7.3. It is a conjugate base of a 3beta-hydroxychola-5,20(22)-dien-24-oyl-CoA. C/C(=C/CC(=O)SCCNC(=O)CCNC(=O)[C@@H](C(C)(C)COP(=O)([O-])OP(=O)([O-])OC[C@@H]1[C@H]([C@H]([C@@H](O1)N2C=NC3=C(N=CN=C32)N)O)OP(=O)([O-])[O-])O)/[C@H]4CC[C@@H]5[C@@]4(CC[C@H]6[C@H]5CC=C7[C@@]6(CC[C@@H](C7)O)C)C